N1(CCC1)C(=O)N1[C@H]([C@H](C(C1)(F)F)NS(N(C)C)(=O)=O)CC=1C(=C(C=CC1)C1=CC(=CC=C1)F)F N'-{(2S,3R)-1-(azetidine-1-carbonyl)-2-[(2,3'-difluoro[1,1'-biphenyl]-3-yl)methyl]-4,4-difluoropyrrolidin-3-yl}-N,N-dimethyl-sulfuric diamide